BrC1=CC(=NC=C1)NC(C1=CC=CC=C1)=O N-(4-bromopyridin-2-yl)benzamide